CC1C(N(SC2=C(N1C1=CC=CC=C1)C=C(C=C2)SC)C)(CCCC)CCCC Methyl-3,3-dibutyl-2-methyl-7-(methylthio)-5-phenyl-2,3,4,5-tetrahydro-1,2,5-benzothiadiazepine